C1(CCCC1)N1C(=CC2=C1N=C(N=C2)NC2=NC=C(C=C2)N2CCC(CC2)N2CCC(CC2)(F)CCC2=CC(=C(C=C2)C2C(NC(CC2)=O)=O)F)C(=O)N(C)C 7-cyclopentyl-2-((5-(4-(4-(2,6-dioxopiperidin-3-yl)-3-fluorophenylethyl)-4-fluoro-[1,4'-bipiperidin]-1'-yl)pyridin-2-yl)amino)-N,N-dimethyl-7H-pyrrolo[2,3-d]pyrimidine-6-carboxamide